(S)-1-(7,8-dichloro-4-(1H-imidazol-1-yl)quinolin-2-yl)piperidin-3-ol ClC1=CC=C2C(=CC(=NC2=C1Cl)N1C[C@H](CCC1)O)N1C=NC=C1